2,4-dibromo-5-methoxy-N-(2-((phenylamino)methyl)bicyclo[2.2.1]heptan-2-yl)benzenesulfonamide BrC1=C(C=C(C(=C1)Br)OC)S(=O)(=O)NC1(C2CCC(C1)C2)CNC2=CC=CC=C2